FC(C=1C=C(C=CC1)[C@H]1CC2(CN(C2)C=O)CC1)(F)F ((R)-6-(3-(trifluoromethyl)phenyl)-2-azaspiro[3.4]octan-2-yl)methanone